2-(4-nitrophenyl)-5-prolyl-octahydropyrrolo[3,4-c]pyrrole [N+](=O)([O-])C1=CC=C(C=C1)N1CC2CN(CC2C1)C([C@H]1NCCC1)=O